(Z)-3-(2-methylphenyl)-2-(5-chloro-2-fluorophenyl)acrylonitrile CC1=C(C=CC=C1)\C=C(/C#N)\C1=C(C=CC(=C1)Cl)F